2-[4-(4-nitrophenyl)cyclohexylidene]acetic acid methyl ester COC(C=C1CCC(CC1)C1=CC=C(C=C1)[N+](=O)[O-])=O